(S)-(6-(dimethylamino)pyrazolo[1,5-a]pyridin-3-yl)(4-(7-(trifluoromethyl)pyrazolo[1,5-a]pyridin-2-yl)-6,7-dihydro-1H-imidazo[4,5-c]pyridin-5(4H)-yl)methanone CN(C=1C=CC=2N(C1)N=CC2C(=O)N2[C@@H](C1=C(CC2)NC=N1)C1=NN2C(C=CC=C2C(F)(F)F)=C1)C